ClC=1C=C(C=CC1C1CCCCC1)\C=C/CN(C1CCCCC1)CC N-[(Z)-3-(3-chloro-4-cyclohexylphenyl)prop-2-enyl]-N-ethylcyclohexanamine